ClC1=CC2=C(N(C(N=C2N2[C@H](CN(CC2)C(C=C)=O)C)=O)C2=NC=CC=C2CC)N=C1C1=C(C=CC=C1O)F 6-chloro-1-(3-ethyl-2-pyridinyl)-7-(2-fluoro-6-hydroxyphenyl)-4-((2S)-2-methyl-4-(2-propenoyl)-1-piperazinyl)pyrido[2,3-d]pyrimidin-2(1H)-one